(S)-N-(3-(6-(1-hydroxybutyl)-4-methylpyridin-3-yl)-1-(2-hydroxyethyl)-2-oxo-1,2-dihydro-1,6-naphthyridin-7-yl)cyclopropanecarboxamide O[C@@H](CCC)C1=CC(=C(C=N1)C=1C(N(C2=CC(=NC=C2C1)NC(=O)C1CC1)CCO)=O)C